ClC1=NC(=NC(=N1)C1=C(C(=C(C(=C1[2H])[2H])[2H])[2H])[2H])C1=CC=CC=2C3=CC=CC=C3NC12 (4-chloro-6-(phenyl-d5)-1,3,5-triazin-2-yl)-9H-carbazole